Tetrahydrofuran-2-ylmethyl-{[5-(4-bromo-2-fluorophenyl)-1-(4-chloro-2-fluorophenyl)-1H-1,2,4-triazol-3-yl]oxy}acetate O1C(CCC1)COC(COC1=NN(C(=N1)C1=C(C=C(C=C1)Br)F)C1=C(C=C(C=C1)Cl)F)=O